C1(CC1)[C@@H](NC(=O)[C@@H]1N(CCCC1)C(C1=CC(=CC=C1)S(=O)(=O)C)=O)C1=C(C=C(C=C1)C(F)F)F (2R)-N-((R)-cyclopropyl-(4-(difluoromethyl)-2-fluorophenyl)methyl)-1-(3-(methylsulfonyl)benzoyl)-2-piperidinecarboxamide